C(CCCCCCCCCCC)C=1NC2=C(N1)C=CC=C2 2-Dodecylbenzimidazole